{[((2S,5S)-5-{(2S,3S)-2-[2-(2-Fluoro-ethoxy)-acetylamino]-3-methyl-pentanoylamino}-4-oxo-1,2,4,5,6,7-hexahydro-azepino[3,2,1-hi]indole-2-carbonyl)-amino]-methyl}-boronic acid FCCOCC(=O)N[C@H](C(=O)N[C@H]1CCC=2C=CC=C3C[C@H](N(C23)C1=O)C(=O)NCB(O)O)[C@H](CC)C